tert-butyl 8-methyl-6-(4,4,5,5-tetramethyl-1,3,2-dioxaborolan-2-yl)-3,4-dihydro-1H-isoquinoline-2-carboxylate CC=1C=C(C=C2CCN(CC12)C(=O)OC(C)(C)C)B1OC(C(O1)(C)C)(C)C